C(=O)C1=C(C=CC(=C1)C#CC(=O)O)C1=CC=CC=C1 3-(2-formyl-[1,1'-biphenyl]-4-yl)prop-2-ynoic acid